methyl 3-azabicyclo[3.1.1]heptane-6-carboxylate hydrochloride Cl.C12CNCC(C1C(=O)OC)C2